C(CCCCCCCCC(=O)ON1C(CCCC1(C)C)(C)C)(=O)ON1C(CCCC1(C)C)(C)C bis(2,2,6,6-tetramethyl-1-piperidyl) sebacate